trans-3-fluoro-5-((S)-2-(4-((6-fluoro-1H-pyrrolo[3,2-b]pyridin-1-yl)methyl)cyclohexane-1-carbonyl)isoxazolidin-3-yl)benzonitrile FC=1C=C(C#N)C=C(C1)[C@H]1N(OCC1)C(=O)[C@@H]1CC[C@H](CC1)CN1C=CC2=NC=C(C=C21)F